6-methyl-5-(piperazin-1-yl)picolinic acid methyl ester COC(C1=NC(=C(C=C1)N1CCNCC1)C)=O